(S)-N-(6-(4-(1-naphthoyl)piperazin-1-yl)-5-(2-(2-bromophenyl)acetamido)-6-oxohexyl)acrylamide C1(=CC=CC2=CC=CC=C12)C(=O)N1CCN(CC1)C([C@H](CCCCNC(C=C)=O)NC(CC1=C(C=CC=C1)Br)=O)=O